3-phenyl-1-(2,2,2-trifluoroethyl)-1H-pyrazole-5-carboxylic acid C1(=CC=CC=C1)C1=NN(C(=C1)C(=O)O)CC(F)(F)F